C(CCC)(=O)O.N[C@@H](CCCNC(N)=N)C(=O)O arginine butyrate